6-(2,6-dichloro-3,5-dimethoxyphenyl)-2-(methylthio)-8-phenylpyrido[3,4-d]pyrimidine ClC1=C(C(=C(C=C1OC)OC)Cl)C1=CC2=C(N=C(N=C2)SC)C(=N1)C1=CC=CC=C1